C(CCCCCCC)C1=CC=C(C(=O)O)C=C1 p-octyl-benzoic acid